2-fluoro-6-(5-methoxyfurfurylamino)-9-(tetrahydrofuran-2-yl)-9H-purine FC1=NC(=C2N=CN(C2=N1)C1OCCC1)NCC1=CC=C(O1)OC